hydroxyhexadecan-oylcarnitine OCCCCCCCCCCCCCCCC(=O)C(O)(C[N+](C)(C)C)CC([O-])=O